ethyl 3-amino-1-methyl-1H-pyrazole-5-carboxylate hydrochloride Cl.NC1=NN(C(=C1)C(=O)OCC)C